COC=1C=C2CN(C(C2=C(C1)C(F)(F)F)=O)C1C(NC(CC1)=O)=O 3-(5-methoxy-1-oxo-7-(trifluoromethyl)isoindolin-2-yl)piperidine-2,6-dione